FC=1C=C(C=C(C1COC1=CC=C(C=C1)OS(=O)(=O)F)F)N1N=NC(=C1)C(=O)O 1-(3,5-difluoro-4-((4-((fluorosulfonyl)oxy)phenoxy)methyl)phenyl)-1H-1,2,3-triazole-4-carboxylic acid